3-azido-5-bromo-N-(4-(chlorodifluoromethoxy)phenyl)-4-isopropyl-1,2,3,3a,4,8b-hexahydrocyclopenta[b]indole-7-carboxamide N(=[N+]=[N-])C1CCC2C1N(C=1C(=CC(=CC21)C(=O)NC2=CC=C(C=C2)OC(F)(F)Cl)Br)C(C)C